ClC=1C=C(C#N)C=CC1OC1=C(C=CC=C1)SCC(C)C 3-chloro-4-(2-(isobutylthio)phenoxy)benzonitrile